FC(C1=NN(C=C1C(=O)NC1=C(C=CC=C1)C1=CC(=C(C(=C1)F)F)F)C)F 3-(difluoromethyl)-1-methyl-N-(3',4',5'-trifluoro-biphenyl-2-yl)-1H-pyrazole-4-carboxamide